1-(2-(3-bromophenyl)acetyl)-3-methyl-1,2,3,6-tetrahydropyridin BrC=1C=C(C=CC1)CC(=O)N1CC(C=CC1)C